[OH-].[Li+] lithium(1+) hydroxide